methyl 1-(4-((4-cyclohexyl-3-(trifluoromethyl)phenoxy)methyl)-3-methylbenzyl)azetidine-3-carboxylate C1(CCCCC1)C1=C(C=C(OCC2=C(C=C(CN3CC(C3)C(=O)OC)C=C2)C)C=C1)C(F)(F)F